N1,N5-bis{2-[(tert-butoxycarbonyl)amino]ethyl}-L-glutamamide C(C)(C)(C)OC(=O)NCCNC([C@@H](N)CCC(=O)NCCNC(=O)OC(C)(C)C)=O